C1(C(C(C(C=C1)[2H])([2H])[2H])([2H])[2H])([2H])C1=C(C2=C([Se]C3=C2C=CC=C3)C=C1)C1(C(C(C(C(C1C1=NN=NC(=C1C1(C(C(C(C(C1[2H])([2H])[2H])([2H])[2H])([2H])[2H])([2H])[2H])[2H])C1(C(C(C(C(C1[2H])([2H])[2H])([2H])[2H])([2H])[2H])([2H])[2H])[2H])([2H])[2H])([2H])[2H])([2H])[2H])([2H])[2H])[2H] (phenyl-d6)[(diphenyl-d10)triazinylphenyl-d9]dibenzoselenophene